C(CCCCC)OC1=C(C(=C(C=C1)B(O)O)F)F 4-hexyloxy-2,3-difluorophenylboronic acid